BrC1=CC(=NC=C1C(F)(F)F)N(CC1=CC=C(C=C1)OC)CC1=CC=C(C=C1)OC 4-bromo-N,N-bis(4-methoxybenzyl)-5-(trifluoromethyl)pyridin-2-amine